C12(CC(C1)C2)NC=2C=CC(=NC2)C2=NSC(=N2)NC2=NC=CC=C2N2C(CCC2)=O 1-(2-(3-(5-(bicyclo[1.1.1]pentan-1-ylamino)pyridin-2-yl)-1,2,4-thiadiazol-5-ylamino)pyridin-3-yl)pyrrolidin-2-one